CC=1C=CC=2N(C3=CC=C(C=C3C2C1)C)C1=C(C(=C(C=C1C1=NC(=CC(=N1)C1=CC=CC=C1)C1=CC=CC=C1)N1C2=CC=CC=C2C=2C=CC=CC12)N1C2=CC=CC=C2C=2C=CC=CC12)C1=NC(=CC(=N1)C1=CC=CC=C1)C1=CC=CC=C1 9,9'-(4-(3,6-dimethyl-9H-carbazol-9-yl)-3,5-bis(4,6-diphenylpyrimidin-2-yl)-1,2-phenylene)bis(9H-carbazole)